(6R,8aS)-6-(8-amino-1-{4-[(1R)-2,2,2-trifluoro-1-hydroxy-1-phenylethyl]phenyl}imidazo[1,5-a]pyrazin-3-yl)hexahydroindolizin-3(2H)-one NC=1C=2N(C=CN1)C(=NC2C2=CC=C(C=C2)[C@@](C(F)(F)F)(C2=CC=CC=C2)O)[C@H]2CN1C(CC[C@@H]1CC2)=O